(S)-N'-(8-chloro-1,2,3,5,6,7-hexahydro-s-indacen-4-ylcarbamoyl)-4-(2-hydroxypropan-2-yl)thiophene-2-sulfonimidamide ClC=1C=2CCCC2C(=C2CCCC12)NC(=O)N=[S@@](=O)(N)C=1SC=C(C1)C(C)(C)O